2-(5-(4-phenyl-3,4-dihydro-1H-benzo[4,5]imidazo[2,1-c][1,4]oxazin-7-yl)pyrimidin-2-yl)propan-2-ol C1(=CC=CC=C1)C1N2C(COC1)=NC1=C2C=C(C=C1)C=1C=NC(=NC1)C(C)(C)O